NC1=C2C(=C(N(C2=CC=C1F)C1=CC(=C(C=C1)F)C)C1(CCC1)CC#N)C1=CC=C(C(=O)O)C=C1 4-(4-amino-2-(1-(cyanomethyl)cyclobutyl)-5-fluoro-1-(4-fluoro-3-methylphenyl)-1H-indol-3-yl)benzoic acid